P(=O)(OOC1=CC=CC=C1)(OOCCCCCCCCCCCCCCCC)[O-] phenoxy hexadecyloxy phosphate